C(C)SC1=NC(=CC=C1O)C1=NC2=C(C=NC(=C2)C(F)(F)F)N1C (ethylsulfanyl)-6-[3-methyl-6-(trifluoromethyl)imidazo[4,5-c]pyridin-2-yl]-3-pyridinol